FC(C=1N([C@H]2C[C@H](O)[C@@H](CO)O2)C=2N=C(NC(C2N1)=O)N)(F)F 8-trifluoromethyl-2'-deoxyguanosine